FC1=C(C=C2C(=NNC2=C1)I)O[C@@H](CCNC(OCC1=CC=CC=C1)=O)C benzyl N-[(3R)-3-[(6-fluoro-3-iodo-1H-indazol-5-yl)oxy]butyl]carbamate